O=C1NC(CCC1NC1=C(CN2CCC(CC2)N2N=C3C=C(C(=CC3=C2)NC(C2=CC(=CC=C2)C(F)(F)F)=O)OC)C=CC=C1)=O N-(2-(1-(2-((2,6-dioxopiperidin-3-yl)amino)benzyl)piperidin-4-yl)-6-methoxy-2H-indazol-5-yl)-3-(trifluoromethyl)benzamide